4-((2-(2-oxa-6-azaspiro[3.3]hept-6-yl)-8-azaspiro[4.5]dec-8-yl)sulfonyl)-3-chlorobenzonitrile C1OCC12CN(C2)C2CC1(CC2)CCN(CC1)S(=O)(=O)C1=C(C=C(C#N)C=C1)Cl